COC1=CC=C(C=C1)/C=C/C(=O)NCCCC[C@H](NC(\C(=C\C)\C)=O)C(=O)OCC ethyl N6-((E)-3-(4-methoxyphenyl)acryloyl)-N2-((E)-2-methylbut-2-enoyl)lysinate